FC=1C=C(C=C(C1)F)C1(CC1)C=1C=C2C(=NNC2=CC1)N 5-(1-(3,5-difluorophenyl)cyclopropyl)-1H-indazol-3-amine